(R)-1-(4-chloro-2-(methylsulfonyl)phenyl)-2'-(2-ethoxyphenyl)-7'-(pyrrolidin-2-ylmethyl)-7',8'-dihydro-6'H-spiro[piperidine-4,5'-[1,7]naphthyridine] ClC1=CC(=C(C=C1)N1CCC2(C=3C=CC(=NC3CN(C2)C[C@@H]2NCCC2)C2=C(C=CC=C2)OCC)CC1)S(=O)(=O)C